Cl.Cl.CNCCOCC1=NC2=CC=CC=C2C(N1CC(C)(C)C)=O 2-((2-(methylamino)ethoxy)methyl)-3-neopentylquinazolin-4(3H)-one bis-hydrochloride salt